COCCNCCOC 2-methoxy-N-(2-methoxyethyl)ethanamine